5-(8-((1S,2S)-2-(1-(3,3,3-trifluoropropyl)-1H-indazol-6-yl)cyclopropyl)imidazo[1,2-b]pyridazin-6-yl)pyrimidine-2,4(1H,3H)-dione FC(CCN1N=CC2=CC=C(C=C12)[C@@H]1[C@H](C1)C=1C=2N(N=C(C1)C=1C(NC(NC1)=O)=O)C=CN2)(F)F